ethyl 4-[(2-fluoro-1-phenyl-ethyl)amino]-2-(3-methyl-4-methylsulfonyl-anilino)pyrimidine-5-carboxylate FCC(C1=CC=CC=C1)NC1=NC(=NC=C1C(=O)OCC)NC1=CC(=C(C=C1)S(=O)(=O)C)C